[Ti].C(C)(C)OC(CCCCCCCO)O isopropoxyoctylene glycol titanium